NC1=NN(C2=C1CN(CC2)CC)C(=O)C2CCNC1=CC=CC=C21 (3-amino-5-ethyl-4,5,6,7-tetrahydropyrazolo[4,3-c]pyridin-1-yl)(1,2,3,4-tetrahydroquinolin-4-yl)methanone